C(C)(C)(C)[Si](OCCOCCOCC#C)(C)C tert-butyl-dimethyl-[2-(2-prop-2-ynoxyethoxy)ethoxy]silane